rac-tert-butyl ((1R,3R)-3-hydroxy-2-oxo-1-phenylcyclohexyl)carbamate O[C@H]1C([C@@](CCC1)(C1=CC=CC=C1)NC(OC(C)(C)C)=O)=O |r|